F[C@H]1[C@H]2CC[C@@H](C[C@@H]1OC1=NN=C(S1)C1=C(C=C(C=C1)N1C=NC=C1)O)N2C 2-(5-(((1R,2S,3S,5S)-2-fluoro-8-methyl-8-azabicyclo[3.2.1]octan-3-yl)oxy)-1,3,4-thiadiazol-2-yl)-5-(1H-imidazol-1-yl)phenol